cholest-5,7-dien-3beta-ol CC(C)CCC[C@@H](C)[C@H]1CC[C@H]2C3=CC=C4C[C@H](CC[C@]4(C)[C@H]3CC[C@]12C)O